NC1=NC(=CC(=N1)N1CCC2(C[C@H](NC2)C(=O)OCC)CC1)O[C@@H](C(F)(F)F)C1=C(C=C(C=C1)CO)N1N=C(C=C1)C (S)-ethyl 8-(2-amino-6-((R)-2,2,2-trifluoro-1-(4-(hydroxymethyl)-2-(3-methyl-1H-pyrazol-1-yl)phenyl)ethoxy)pyrimidin-4-yl)-2,8-diazaspiro[4.5]decane-3-carboxylate